C(N)(OC(C1CCN(CC1)NC(COC1=CC=C(C=C1)Cl)=O)C(C)(C)C)=O tert-butyl-((1-(2-(4-chlorophenoxy) acetamido) piperidin-4-yl) methyl) carbamate